3-(ethoxycarbonyl)-1-isopropyl-1H-pyrazole-5-carboxylic acid C(C)OC(=O)C1=NN(C(=C1)C(=O)O)C(C)C